IC1=CC(N(N=C1)C1OCCCC1)=O 5-iodo-2-tetrahydropyran-2-yl-pyridazin-3-one